FC1(CC1)C(=O)N[C@H](C(=O)N1[C@@H](C[C@H](C1)O)C(=O)NC(COCC(=O)O)C1=CC=C(C=C1)C1=C(N=CS1)C)C(C)(C)C 2-(2-{[(2S,4R)-1-[(2S)-2-[(1-fluorocyclopropyl)formamido]-3,3-dimethyl-butanoyl]-4-hydroxypyrrolidin-2-yl]formamido}-2-[4-(4-methyl-1,3-thiazol-5-yl)phenyl]ethoxy)acetic acid